3-(4-(3-(Aminomethyl)phenyl)-1-oxoisoindolin-2-yl)piperidine-2,6-dione NCC=1C=C(C=CC1)C1=C2CN(C(C2=CC=C1)=O)C1C(NC(CC1)=O)=O